(3-((2,6-dioxopiperidin-3-yl)amino)-2-fluoropyridin-4-yl)methyl methanesulfonate CS(=O)(=O)OCC1=C(C(=NC=C1)F)NC1C(NC(CC1)=O)=O